ClC=1C(=NC=C(C1)Cl)CNC(=O)[C@]1(C=2C=CC=NC2[C@@](CC1)(C)O)F (5s,8s)-N-((3,5-dichloropyridin-2-yl)methyl)-5-fluoro-8-hydroxy-8-methyl-5,6,7,8-tetrahydroquinoline-5-carboxamide